ICC(=O)O[C@@H]1C[C@@]([C@H]([C@@H]([C@@]23[C@H]([C@]1([C@@H](CC3)C)C)C(CC2)=O)C)O)(C)C=C (1S,2R,3S,4S,6R,7R,8R,14R)-4-ethenyl-3-hydroxy-2,4,7,14-tetramethyl-9-oxotricyclo[5.4.3.01,8]tetradecan-6-yl 2-iodoacetate